4,4-di-tert-butyl-bipyridine C(C)(C)(C)C1(CC(=NC=C1)C1=NC=CC=C1)C(C)(C)C